3-methoxy-4-((methoxyamino)methyl)benzonitrile COC=1C=C(C#N)C=CC1CNOC